CC(CC(=O)NC(C(=O)O)CCN(CCCCC1=NC=2NCCCC2C=C1)CC(COC)F)(C)C 2-(3,3-dimethylbutanoylamino)-4-[[2-fluoro-3-methoxy-propyl]-[4-(5,6,7,8-tetrahydro-1,8-naphthyridin-2-yl)butyl]amino]butanoic acid